C(CCCCCCCCCCC)SCCC(=O)OCC(COC(CCSCCCCCCCCCCCC)=O)(COC(CCSCCCCCCCCCCCC)=O)COC(CCSCCCCCCCCCCCC)=O pentaerythritol tetra(β-dodecylmercaptopropionate)